NC1=C(C=CC=C1)NC(C1=CC(=CC=C1)N1C(C2=CC=CC=C2C1=O)=O)=O N-(2-aminophenyl)-3-(1,3-dioxoisoindolin-2-yl)benzamide